C(N)(=N)C1=CC=C(C=C1)C=1NC2=CC(=CC=C2C1)C(=N)N 2-(4-Amidinophenyl)-1H-Indol-6-Carboxamidin